4-(7-(3-(1H-pyrazol-1-yl)phenyl)-4-(pyridazin-3-ylmethoxy)-6H-pyrrolo[3,2-d]pyrimidin-2-yl)morpholine N1(N=CC=C1)C=1C=C(C=CC1)C=1CN=C2C1N=C(N=C2OCC=2N=NC=CC2)N2CCOCC2